N-[2-[2-(dimethylamino)pyrimidin-4-yl]thieno[3,2-c]pyridin-4-yl]-2-fluoro-N-[(3R)-3-piperidyl]-4-(triazolo[4,5-b]pyridin-3-yl)benzamide CN(C1=NC=CC(=N1)C1=CC=2C(=NC=CC2S1)N(C(C1=C(C=C(C=C1)N1N=NC=2C1=NC=CC2)F)=O)[C@H]2CNCCC2)C